2-[(1-Benzylpiperidin-3-yl)methyl]-4-phenyl-2,3-dihydropyridazin-3-on Hydrochlorid Cl.C(C1=CC=CC=C1)N1CC(CCC1)CN1N=CC=C(C1=O)C1=CC=CC=C1